3-[1-(3-trifluoromethoxy-phenyl)-ethyl]-urea FC(OC=1C=C(C=CC1)C(C)NC(N)=O)(F)F